4-(4-{[2-(3,4-dimethoxyphenyl)-1,3-thiazol-4-yl]methyl}piperazin-1-yl)-6-ethyl-N,N-dimethylpyrimidin-2-amine COC=1C=C(C=CC1OC)C=1SC=C(N1)CN1CCN(CC1)C1=NC(=NC(=C1)CC)N(C)C